tert-butyl (3-((2-acetamidoquinolin-7-yl)methoxy)benzyl)(2-(pyridin-2-yl)ethyl)carbamate C(C)(=O)NC1=NC2=CC(=CC=C2C=C1)COC=1C=C(CN(C(OC(C)(C)C)=O)CCC2=NC=CC=C2)C=CC1